C(C)(C)P1(OP(OP(O1)(C(C)C)=O)(C(C)C)=O)=O 2,4,6-triisopropyl-1,3,5,2,4,6-trioxatriphosphorinane-2,4,6-trioxide